2-(4,6-bis(2,4-dimethylphenyl)-1,3,5-triazine-2-yl)-5-methoxyphenol CC1=C(C=CC(=C1)C)C1=NC(=NC(=N1)C1=C(C=C(C=C1)C)C)C1=C(C=C(C=C1)OC)O